2-[3,6-Bis(ethylsulfonyl)pyridin-2-yl]-7-(trifluoromethyl)imidazo[1,2-c]pyrimidine C(C)S(=O)(=O)C=1C(=NC(=CC1)S(=O)(=O)CC)C=1N=C2N(C=NC(=C2)C(F)(F)F)C1